FC(S(=O)(=O)[O-])(F)F.C1(=CC=CC=C1)[S+](C1=CC=C(C=C1)O)C1=CC=CC=C1 diphenyl-4-hydroxyphenyl-sulfonium trifluoromethanesulfonate